C(C)(CC)NC(=O)NC sec-butyl-3-methylurea